3-bromo-6-(2,5-dimethyl-1H-pyrrol-1-yl)-2-methoxypyridine BrC=1C(=NC(=CC1)N1C(=CC=C1C)C)OC